S1C=CC(=C1)C1=NNC2=C(C=C1)C=CC=C2 (4-thienyl)benzodiazepine